CO[Si](C1=CC=C(C=C1)C(=C)C1=CC=C(C=C1)[SiH](C)C)(OC)OC 1-[4-(trimethoxysilyl)phenyl]-1-(4'-dimethylsilylphenyl)ethylene